NC1=C(C=2C=NC=C(C2N1C1=C(C(=CC(=C1C)OC)F)C)F)C(=O)N 2-amino-7-fluoro-1-(3-fluoro-5-methoxy-2,6-dimethyl-phenyl)pyrrolo[3,2-c]pyridine-3-carboxamide